cyclopropyl-(piperazin-1-yl)methanone hydrochloride Cl.C1(CC1)C(=O)N1CCNCC1